FC1(CC=C(CC1)C1=C(N(C2=CC=CC=C12)[C@@]1([C@H](C1)C)C1=NOC(N1)=O)C(=O)N(C1=CC=CC=C1)C)F (4,4-Difluorocyclohex-1-en-1-yl)-N-methyl-1-((1S,2S)-2-methyl-1-(5-oxo-4,5-dihydro-1,2,4-oxadiazol-3-yl)cyclopropyl)-N-phenyl-1H-indole-2-carboxamide